(4-(pyrrolidin-1-yl)phenyl)(thiophen-2-yl)methanone N1(CCCC1)C1=CC=C(C=C1)C(=O)C=1SC=CC1